FC(C1=CC=C(C=C1)CC1CN(C1)C(=O)N1C[C@@H]2[C@@H](OCC(N2)=O)CC1)(F)F (-)-(4aR,8aS)-6-[3-[[4-(Trifluoromethyl)phenyl]methyl]azetidine-1-carbonyl]-4,4a,5,7,8,8a-hexahydropyrido[4,3-b][1,4]oxazin-3-one